C1(=CC=CC=C1)N1C(N(C(C2=CC=CC=C12)=O)C=1C=NC=CC1)=O 1-phenyl-3-(pyridin-3-yl)quinazolin-2,4(1H,3H)-dione